P(=O)(O)(O)O.C1=C(C=CC=2C=CCCC12)C1=CC2=CC=CC=C2C=C1 (S)-8H-2,2'-binaphthyl phosphate